dipropyl bicyclo[2.2.1]hept-2,5-diene-2,3-dicarboxylate C12C(=C(C(C=C1)C2)C(=O)OCCC)C(=O)OCCC